C1(CC1)C1=C(C(=NO1)C1=C(C=NC=C1Cl)Cl)/C=C/C1C2CN(CC12)C=1C=C2C=CC(=NC2=CC1)C(=O)O (E)-6-(6-(2-(5-cyclopropyl-3-(3,5-dichloropyridin-4-yl)isoxazol-4-yl)vinyl)-3-azabicyclo[3.1.0]hex-3-yl)quinoline-2-carboxylic acid